NC1=NNC2=CC=C(C(=C12)OC1=C(C=CC(=C1)F)Cl)NC(OC(C)(C)C)=O Tert-butyl (3-amino-4-(2-chloro-5-fluorophenoxy)-1H-indazol-5-yl)carbamate